N-(5-(4-chlorophenoxy)pyridin-2-yl)-2-(piperazin-1-yl)propanamide ClC1=CC=C(OC=2C=CC(=NC2)NC(C(C)N2CCNCC2)=O)C=C1